FC1=CC=C(C=C1)C1=CC(=CC=C1)C1=C(N(C2=C(N=CC=C21)O)C)COC2=CC=C(C=C2)F (4'-fluoro-[1,1'-biphenyl]-3-yl)((4-fluorophenoxy)methyl)-1-methyl-1H-pyrrolo[2,3-c]pyridin-7-ol